FC(OC=1SC2=C(C1)C=CC=C2)(F)F trifluoromethoxybenzothiophene